(2S,5R)-2-(1-(4-bromophenyl)-3-(4-fluorophenyl)-1H-pyrazol-4-yl)-5-methyl-3-(2-(2-oxo-2,3-dihydro-1H-benzo[d]imidazol-5-yl)ethyl)oxazolidin-4-one BrC1=CC=C(C=C1)N1N=C(C(=C1)[C@@H]1O[C@@H](C(N1CCC1=CC2=C(NC(N2)=O)C=C1)=O)C)C1=CC=C(C=C1)F